FC=1C=C(C#N)C=C(C1)C=1C2=C(C(=NC1)C(F)(F)F)[C@@H]([C@@H](C2)F)O |r| racemic-3-fluoro-5-((6R,7S)-6-fluoro-7-hydroxy-1-(trifluoromethyl)-6,7-dihydro-5H-cyclopenta[c]pyridin-4-yl)benzonitrile